2,2-bis(3,5-di-t-butyl-4-hydroxyphenyl)propane C(C)(C)(C)C=1C=C(C=C(C1O)C(C)(C)C)C(C)(C)C1=CC(=C(C(=C1)C(C)(C)C)O)C(C)(C)C